(R)-(3-Fluorophenyl)(4-((4-methoxyphenyl)ethynyl)-7-azabicyclo[2.2.1]heptan-1-yl)methanol acetate C(C)(=O)O[C@@H](C12CCC(CC1)(N2)C#CC2=CC=C(C=C2)OC)C2=CC(=CC=C2)F